FC1=CC=C(C=C1)C1=CC=C(C=C1)S(=O)(=O)N1C=C(C=C1C1=C(C=CC=C1)F)CNC([2H])([2H])[2H] N-((1-((4'-fluoro-[1,1'-biphenyl]-4-yl)sulfonyl)-5-(2-fluorophenyl)-1H-pyrrol-3-yl)methyl)methan-d3-amine